C(=C)(C)C1=C(C=CC=C1)O o-Isopropenylphenol